NC1CC2(CC(C2)NC=2C=CC(=NC2C)N(CC(F)(F)F)C)C1 N5-(6-aminospiro[3.3]heptan-2-yl)-N2,6-dimethyl-N2-(2,2,2-trifluoroethyl)pyridine-2,5-diamine